C(CCC)C1=CC=C(C=C1)NC=1C=NC(=CC1)CCCCCC N-(4-butylphenyl)-6-hexyl-3-Pyridinamine